(1S,2S)-N-(7-chloro-6-(1-((3R,4R)-4-hydroxy-3-methyltetrahydrofuran-3-yl)piperidin-4-yl)isoquinolin-3-yl)-2-(3-methyl-1,2,4-oxadiazol-5-yl)cyclopropane-1-carboxamide ClC1=C(C=C2C=C(N=CC2=C1)NC(=O)[C@@H]1[C@H](C1)C1=NC(=NO1)C)C1CCN(CC1)[C@@]1(COC[C@@H]1O)C